2-(1-(4-ethylpyridin-2-yl)ethyl)-5-(1-methyl-3-(trifluoromethyl)-1H-pyrazol-4-yl)-3,4-dihydroisoquinolin-1(2H)-one C(C)C1=CC(=NC=C1)C(C)N1C(C2=CC=CC(=C2CC1)C=1C(=NN(C1)C)C(F)(F)F)=O